COC(CC1=CC(=C(C=C1)OCC1=CC=C(C=C1)OC)OC)=O 2-(3-methoxy-4-((4-methoxybenzyl)oxy)phenyl)acetic acid methyl ester